O=[P] oxophosphorus